3-hydroxy-4-bromo-N,5-diphenyl-pyrazole OC1=NN(C(=C1Br)C1=CC=CC=C1)C1=CC=CC=C1